NC1=C(C=C(C=N1)C=1C=C2N(N1)CC[C@]21CN(CC1)C(=O)NCC)C1=CC(=CC=C1)C |r| (rac)-2'-[6-amino-5-(3-methylphenyl)pyridin-3-yl]-N-ethyl-5',6'-dihydrospiro[pyrrolidine-3,4'-pyrrolo[1,2-b]pyrazole]-1-carboxamide